1-[2-[[8-(7-azabicyclo[2.2.1]heptan-7-yl)-6-[(1R)-1-hydroxyethyl]pyrido[3,4-d]pyrimidin-2-yl]amino]-7,8-dihydro-5H-1,6-naphthyridin-6-yl]-2-(3-fluoropyrrolidin-1-yl)ethanone C12CCC(CC1)N2C2=NC(=CC1=C2N=C(N=C1)NC1=NC=2CCN(CC2C=C1)C(CN1CC(CC1)F)=O)[C@@H](C)O